C(C1CO1)OC1=C(C2=CC=CC=C2C=C1)C#N 2-(glycidyloxy)-1-naphthalenecarbonitrile